CN(C1=C(C=CC=C1)C(CCC)=O)C (2-(dimethylamino)phenyl)-1-butanone